2-{[(2S,4S)-4-({2-[(2,4-dichlorophenoxy)methyl]-1,3-oxazol-5-yl}methyl)-2-methylpiperidin-1-yl]methyl}-1-[(1-ethyl-1H-imidazol-5-yl)methyl]-1H-1,3-benzodiazole-6-carboxylic acid ClC1=C(OCC=2OC(=CN2)C[C@@H]2C[C@@H](N(CC2)CC2=NC3=C(N2CC2=CN=CN2CC)C=C(C=C3)C(=O)O)C)C=CC(=C1)Cl